(S)-4-(6-(6-(difluoromethyl)imidazo[1,2-b]pyridazin-3-yl)pyrimidin-4-yl)-3-methylmorpholine FC(C=1C=CC=2N(N1)C(=CN2)C2=CC(=NC=N2)N2[C@H](COCC2)C)F